C(C1=CC=CC=C1)OC(=O)N1CCC(CC1)CN(C)CCC1CCN(CC1)C(=O)OC(C)(C)C 4-(((2-(1-(tert-butoxycarbonyl)piperidin-4-yl)ethyl)(methyl)amino)methyl)piperidine-1-carboxylic acid benzyl ester